Benzyl (1S,5R)-1-(dimethylamino)-3-azabicyclo[3.1.0]hexane-3-carboxylate CN([C@@]12CN(C[C@H]2C1)C(=O)OCC1=CC=CC=C1)C